hexafluoro-cyclotriphosphazene FP1(=NP(=NP(=N1)(F)F)(F)F)F